2-amino-6-(2-(2,6-dioxopiperidin-3-yl)-1-oxoisoindolin-5-yl)-4-propylnicotinonitrile NC1=C(C#N)C(=CC(=N1)C=1C=C2CN(C(C2=CC1)=O)C1C(NC(CC1)=O)=O)CCC